2-(4-(4-amino-2-fluorophenoxy)-7-methoxyquinolin-6-yl)-N-methylacetamide NC1=CC(=C(OC2=CC=NC3=CC(=C(C=C23)CC(=O)NC)OC)C=C1)F